N[C@@]1(CN(CC1)C1=C(C=NC(=C1C1=CC(=CC(=C1)OC)C#N)C)C(=O)NC1CC(C1)(F)F)C 4-[(3S)-3-amino-3-methylpyrrolidin-1-yl]-5-(3-cyano-5-methoxyphenyl)-N-(3,3-difluorocyclobutyl)-6-methylpyridine-3-carboxamide